pyrrolidin-3-ylcarbamic acid (R)-tert-butyl ester C(C)(C)(C)OC(NC1CNCC1)=O